5-bromonicotinohydrazide BrC=1C=NC=C(C(=O)NN)C1